2,5-dibromo-3-chlorobenzene BrC1=CC=C(C=C1Cl)Br